1-(1-(1-benzyl-5-methyl-1H-pyrazol-4-yl)-1-oxopropan-2-yl)-5-vinylpyrazin-2(1H)-one C(C1=CC=CC=C1)N1N=CC(=C1C)C(C(C)N1C(C=NC(=C1)C=C)=O)=O